potassium 2-methyl-6-((trans)-2-phenylcyclopropyl)indolizine-3-carboxylate CC=1C=C2C=CC(=CN2C1C(=O)[O-])[C@H]1[C@@H](C1)C1=CC=CC=C1.[K+]